2-(2-chlorophenyl)-N-[3-sulfamoyl-4-(1,3-thiazol-2-yl)phenyl]acetamide ClC1=C(C=CC=C1)CC(=O)NC1=CC(=C(C=C1)C=1SC=CN1)S(N)(=O)=O